ClC1=NC=C(C(=N1)NCC1=CC=C(C=C1)C=1N(C=C(N1)C(F)(F)F)CF)Cl 2,5-dichloro-N-(4-(1-(fluoromethyl)-4-(trifluoromethyl)-1H-imidazol-2-yl)benzyl)pyrimidin-4-amine